O=C1CC[C@H](N1)CNCC=1C=CC=2N(C(C=CN2)=O)C1 7-(((((S)-5-oxopyrrolidin-2-yl)methyl)amino)methyl)-4H-pyrido[1,2-a]pyrimidin-4-one